CC1=C(C(=O)O[C@H]2C[C@H]3OCCN2C3)C=CC=C1 ((1R,5R,7S)-4-oxa-1-azabicyclo[3.2.1]oct-7-yl) methylbenzoate